3-((thiophen-2-ylsulfinyl)methyl)-1H-indole-1-carboxylic acid tert-butyl ester C(C)(C)(C)OC(=O)N1C=C(C2=CC=CC=C12)CS(=O)C=1SC=CC1